di(2-propyl heptyl) phthalate C(C=1C(C(=O)OCC(CCCCC)CCC)=CC=CC1)(=O)OCC(CCCCC)CCC